CC(C)CCC1O[C@H]2C[C@H]3[C@@H]4CC=C5CCCC[C@]5(C)[C@H]4CC[C@]3(C)[C@H]2[C@@H]1C (25R)-furosta-5-ene